N-(4-methoxybenzo[d]isoxazol-3-yl)-6-methyl-quinoline-8-sulfonamide COC1=CC=CC2=C1C(=NO2)NS(=O)(=O)C=2C=C(C=C1C=CC=NC21)C